C1=NC=C(C2=CC=CC=C12)N1C(NC2(CC(C2)C2=C(C=CC=C2)C(F)(F)F)C1=O)=O 7-(isoquinolin-4-yl)-2-(2-(trifluoromethyl)phenyl)-5,7-diazaspiro[3.4]octane-6,8-dione